methyl 5-amino-3-cyano-4-(3-hydroxy-2-methylphenyl)-2-methyl-1-(2,2,2-trifluoroethyl)indole-6-carboxylate NC=1C(=C2C(=C(N(C2=CC1C(=O)OC)CC(F)(F)F)C)C#N)C1=C(C(=CC=C1)O)C